2-(7-cyano-5-hydroxybenzo[b]thiophen-2-yl)-4-methylthiazole-5-carboxylic acid C(#N)C1=CC(=CC2=C1SC(=C2)C=2SC(=C(N2)C)C(=O)O)O